ClC1=C(C#N)C=C(C(=C1)O[C@H]1[C@@H](CCC1)OC)[N+](=O)[O-] 2-chloro-4-(((1r,2r)-2-methoxycyclopentyl)oxy)-5-nitrobenzonitrile